C(C)(C)(C)OC(=O)N[C@H]([C@H]1CO1)CC1=CC=CC=C1 (2S,3S)-1,2-epoxy-3-(t-butoxycarbonylamino)-4-phenylbutane